S1C(=NC2=C1C=CC=C2)OC2=C(C=C(C=C2)CCC(C(F)(F)F)(O)C)Cl 4-[4-(1,3-benzothiazol-2-yloxy)-3-chlorophenyl]-1,1,1-trifluoro-2-methylbutan-2-ol